4-(3-hydroxyazetidin-1-yl)-6-styryl-1,3,5-triazin OC1CN(C1)C1=NC=NC(=N1)C=CC1=CC=CC=C1